FC1(CC(C1)OC1=NC=CC(=C1)C1=NOC(=N1)[C@H](C)NC(=O)C1=CC(=NN1C)C(F)(F)F)F (S)-N-(1-(3-(2-(3,3-difluorocyclobutoxy)pyridin-4-yl)-1,2,4-oxadiazol-5-yl)ethyl)-1-methyl-3-(trifluoromethyl)-1H-pyrazole-5-carboxamide